CC(C=C)CCCC(C)C 3,7-dimethyl-1-octen